6-((1S,2S)-2-aminocyclohexyl)-2,7-dichloro-5-(difluoromethyl)-N-(furan-2-ylmethyl)-5H-pyrrolo[3,2-d]pyrimidin-4-amine N[C@@H]1[C@H](CCCC1)C1=C(C=2N=C(N=C(C2N1C(F)F)NCC=1OC=CC1)Cl)Cl